N-(4-((3-chloro-4-fluorophenyl)amino)-7-(3-(4-(7-((2-(2,6-dioxopiperidin-3-yl)-1-oxoisoindolin-4-yl)thio)heptyl)piperazin-1-yl)propoxy)quinazolin-6-yl)acrylamide ClC=1C=C(C=CC1F)NC1=NC=NC2=CC(=C(C=C12)NC(C=C)=O)OCCCN1CCN(CC1)CCCCCCCSC1=C2CN(C(C2=CC=C1)=O)C1C(NC(CC1)=O)=O